3-amino-6-(4-(2-(3,5-difluorophenyl)-2-hydroxyacetamido)-2-methyl-phenyl)-N-(2-(dimethylamino)ethyl)pyrazine-2-carboxamide NC=1C(=NC(=CN1)C1=C(C=C(C=C1)NC(C(O)C1=CC(=CC(=C1)F)F)=O)C)C(=O)NCCN(C)C